1-(pyridazin-4-yl)methan-amine N1=NC=C(C=C1)CN